6-(3-methoxy-2,6-dimethylphenyl)-2-(methylthio)-[1,2,4]triazolo[4',3':1,6]pyrido[2,3-d]pyrimidine COC=1C(=C(C(=CC1)C)C1=CC2=C(N=C(N=C2)SC)N2C1=NN=C2)C